(7-((3-((2,6-dimethylphenyl)amino)-1-methyl-1H-pyrazolo[3,4-d]pyrimidin-6-yl)amino)-3,4-dihydroisoquinolin-2(1H)-yl)(4-fluoropiperidin-4-yl)methanone 2,2,2-trifluoroacetate FC(C(=O)O)(F)F.CC1=C(C(=CC=C1)C)NC1=NN(C2=NC(=NC=C21)NC2=CC=C1CCN(CC1=C2)C(=O)C2(CCNCC2)F)C